2-(3-(4-((1R,5S)-3,8-Diazabicyclo[3.2.1]octan-3-yl)-8-fluoro-2-((tetrahydro-1H-pyrrolizin-7a(5H)-yl)methoxy-d2)pyrido[4,3-d]pyrimidin-7-yl)-4-ethylphenyl)propan-2-ol [C@H]12CN(C[C@H](CC1)N2)C=2C1=C(N=C(N2)OC([2H])([2H])C23CCCN3CCC2)C(=C(N=C1)C=1C=C(C=CC1CC)C(C)(C)O)F